CN1N=CC(=C1)N1C=NC2=C1C=CC(=C2)C#CC=2C=C(C(=O)NC1=NC=CC(=C1)C(F)(F)F)C=CC2 3-((1-(1-methyl-1H-pyrazol-4-yl)-1H-benzo[d]imidazol-5-yl)ethynyl)-N-(4-(trifluoromethyl)pyridin-2-yl)benzamide